C(CCCCCC)OCCCCCO heptoxyamyl alcohol